O=C(CCOCCOCCOCC(=O)O)OCC 12-oxo-3,6,9,13-tetraoxapentadecane-1-oic acid